2,2,6,6-Tetramethylheptan CC(C)(CCCC(C)(C)C)C